C[C@H]1CN(C[C@H](C1)C1=C2C=CC=NC2=C(C=C1)C)C(CC1CCN(CC1)C)=O 1-[(3R,5R)-3-methyl-5-(8-methyl-quinolin-5-yl)-piperidin-1-yl]-2-(1-methyl-piperidin-4-yl)-ethanone